C(C1=CC=CC=C1)N1CC2(CNC2)[C@@H](C1)CO (S)-(6-benzyl-2,6-diazaspiro[3.4]octan-8-yl)methanol